4-(6-(((1r,4r)-4-(3-chloro-tert-butyl 4-cyanophenoxy)cyclohexyl)carbamoyl)pyridazin-3-yl)piperazine-1-carboxylate ClC=1C(=C(OC2CCC(CC2)NC(=O)C2=CC=C(N=N2)N2CCN(CC2)C(=O)[O-])C=CC1C#N)C(C)(C)C